N-(3-aminobicyclo[1.1.1]pentan-1-yl)-1-(cis-3-(trifluoromethoxy)cyclobutyl)-1H-pyrazole-4-carboxamide NC12CC(C1)(C2)NC(=O)C=2C=NN(C2)[C@@H]2C[C@@H](C2)OC(F)(F)F